(S)-2-((1-(5-(bis(4-fluorophenyl)methyl)-1,2,4-oxadiazol-3-yl)ethyl)carbamoyl)-4-methoxypyridin-3-yl acetate C(C)(=O)OC=1C(=NC=CC1OC)C(N[C@@H](C)C1=NOC(=N1)C(C1=CC=C(C=C1)F)C1=CC=C(C=C1)F)=O